BrC=1C(=C(C=CC1)NC(=S)NC(C1=CC=CC=C1)=O)F N-((3-bromo-2-fluorophenyl)thiocarbamoyl)benzamide